(E)-4-((3,5-dibromophenyl)amino)but-2-en-1-ol BrC=1C=C(C=C(C1)Br)NC/C=C/CO